(11R)-12-(3-aminocyclobutyl)-6-(2,6-dimethylphenyl)-11-isobutyl-2,2-dioxo-9-oxa-2λ6-thia-3,5,12,19-tetrazatricyclo[12.3.1.14,8]nonadeca-1(18),4(19),5,7,14,16-hexaen-13-one NC1CC(C1)N1[C@@H](COC2=CC(=NC(NS(C=3C=CC=C(C1=O)C3)(=O)=O)=N2)C2=C(C=CC=C2C)C)CC(C)C